COC1=C(CN2C(C=3N(CC2)C(=NN3)C=3SC2=C(N3)C=C(C(=C2)F)F)C)C=CC(=C1)OC 2-(7-(2,4-dimethoxybenzyl)-8-methyl-5,6,7,8-tetrahydro-[1,2,4]triazolo[4,3-a]pyrazin-3-yl)-5,6-difluorobenzo[d]thiazole